N1(CCCCC1)CCCC1=CC=C(O1)C(=O)O 5-(3-(piperidin-1-yl)propyl)furan-2-carboxylic acid